ClC=1C=C(C=C2CNCC12)C=1SN=C2C1N=CN(C2=O)CC2(CCN(CC2)C(CC(C(F)F)N2N=C(C=C2)F)=O)O 3-(7-chloroisoindolin-5-yl)-6-((1-(4,4-difluoro-3-(3-fluoro-1H-pyrazol-1-yl)butyryl)-4-hydroxypiperidin-4-yl)methyl)isothiazolo[4,3-d]pyrimidin-7(6H)-one